C1(CC1)C=1C=CC(=C(C1)S(=O)(=O)N(C1=NOC2=C1C(=CC(=C2)CN2N=CC=C2)OC)CC2=CC(=CC(=C2)OC)OC)OC 5-cyclopropyl-N-[(3,5-dimethoxyphenyl)methyl]-2-methoxy-N-{4-methoxy-6-[(1H-pyrazol-1-yl)methyl]-1,2-benzoxazol-3-yl}benzene-1-sulfonamide